1-(4-(2-Cyano-4,5,6,7-tetrahydrothieno[2,3-c]pyridin-4-yl)-3-(1-ethyl-3-(trifluoromethyl)-1H-pyrazol-4-yl)phenyl)-3-methylurea C(#N)C1=CC2=C(CNCC2C2=C(C=C(C=C2)NC(=O)NC)C=2C(=NN(C2)CC)C(F)(F)F)S1